2-(4-(2-((3-(bis(2-hydroxydecyl)amino)butyl)disulfaneyl) ethyl)piperazin-1-yl)ethyl 4-(bis(2-hydroxydodecyl)amino)butanoate OC(CN(CCCC(=O)OCCN1CCN(CC1)CCSSCCC(C)N(CC(CCCCCCCC)O)CC(CCCCCCCC)O)CC(CCCCCCCCCC)O)CCCCCCCCCC